FC(S(=O)(=O)NC1=C(C=C(C=C1)C1=NNC(=C1C(=O)N)NC=1C=NC(=CC1)C(F)(F)F)OCC1=CC=C(C=C1)F)F 3-(4-((difluoromethyl)sulfonamido)-3-((4-fluorobenzyl)oxy)phenyl)-5-((6-(trifluoromethyl)pyridine-3-yl)amino)-1H-pyrazole-4-carboxamide